2-aminoethyl(sulfonyl)-2-(2H-tetrazol-5-yl)-3-(2-ureidobenzo[d]thiazol-4-yl)benzenesulfonamide NCCS(=O)(=O)C1=C(C(=C(C=C1)S(=O)(=O)N)C=1N=NNN1)C1=CC=CC2=C1N=C(S2)NC(=O)N